OC1=C(C(N(C=C1C)C)=O)NC(N[C@@H](CC(=O)O)C=1C=C(C=CC1)C1=CC=C(C=C1)C(F)(F)F)=O (S)-3-(3-(4-hydroxy-1,5-dimethyl-2-oxo-1,2-dihydropyridin-3-yl)ureido)-3-(4'-(trifluoromethyl)biphenyl-3-yl)propanoic acid